BrC1=CC=C(C(=N1)F)OC1=NC=CC(=N1)C 2-((6-bromo-2-fluoropyridin-3-yl)oxy)-4-methylpyrimidine